5-{(3R)-1-[1-(1-methyl-1H-pyrazol-3-yl)ethyl]-5',6'-dihydrospiro[pyrrolidine-3,4'-pyrrolo[1,2-b]pyrazol]-2'-yl}-3-(trifluoromethyl)pyridin CN1N=C(C=C1)C(C)N1C[C@]2(CCN3N=C(C=C32)C=3C=C(C=NC3)C(F)(F)F)CC1